Ethyl 3-(3-(hydroxymethyl)-4-methylphenyl)-3-(8-methyl-3-(trifluoromethyl)-[1,2,4]triazolo[4,3-a]pyridin-7-yl)propanoate OCC=1C=C(C=CC1C)C(CC(=O)OCC)C1=C(C=2N(C=C1)C(=NN2)C(F)(F)F)C